7-(3-chloro-5-fluorophenyl)-5,6,7,8-tetrahydro-2,7-naphthyridine-3-carboxylic acid ClC=1C=C(C=C(C1)F)N1CCC=2C=C(N=CC2C1)C(=O)O